N,N-bis(acryloyl)cysteamine C(C=C)(=O)N(CCS)C(C=C)=O